(2-(methylsulfonyl)ethyl)prop-2-yn-1-amine CS(=O)(=O)CCC(C#C)N